N-[(2,5-dibromophenyl)methyl]-N-[2-[methoxy(methyl)amino]-2-oxo-ethyl]carbamic acid tert-butyl ester C(C)(C)(C)OC(N(CC(=O)N(C)OC)CC1=C(C=CC(=C1)Br)Br)=O